Cl.CN1C(NC([C@@]12CN[C@@H](C2)C(=O)N)=O)=O (5R,8S)-1-methyl-2,4-dioxo-1,3,7-triazaspiro[4.4]nonane-8-carboxamide hydrochloride